C(N1N=C(C(=C1)[N+](=O)[O-])OC1COC1)([2H])([2H])[2H] 1-(methyl-d3)-4-nitro-3-(oxetan-3-yloxy)-1H-pyrazole